OC1=CC(=CC=N1)C(F)(F)F 6-hydroxy-4-(trifluoromethyl)pyridin